FC1=CC=C(CNC(=O)C2=NC3=CC(=C(C=C3N(C2=O)C[C@@H]([C@@H]([C@@H](CO)O)O)O)C)C)C=C1 N-(4-fluorobenzyl)-6,7-dimethyl-3-oxo-4-((2S,3S,4R)-2,3,4,5-tetrahydroxypentyl)-3,4-dihydroquinoxaline-2-carboxamide